2-(2-bromophenyl)-5-chloro-3,1-benzoxazin-4-one BrC1=C(C=CC=C1)C1=NC2=C(C(O1)=O)C(=CC=C2)Cl